C(CCCCCCCCCCCCCCCCCCCCC)(=O)[O-] Behenate